OC1(C[C@@H]2[C@@H](CN(C2)C(=O)OC(C)(C)C)C1)C (3aR,5r,6aS)-tert-butyl 5-hydroxy-5-methylhexahydrocyclopenta[c]pyrrole-2(1H)-carboxylate